(3aR,7aR,8aS)-hexahydro-1H-furo[3,4-b]pyrrolizine C1OC[C@H]2C1=C[C@H]1CCCN21